2,2-bis(4,4-di-tert-butyldioxycyclohexyl)propane CC(C)(C)OOC1(CCC(CC1)C(C)(C)C2CCC(CC2)(OOC(C)(C)C)OOC(C)(C)C)OOC(C)(C)C